ClC=1C=CC2=C(CCC3=C(NC=C(C3)[C@H](C=C)C3=CC=CC=C3)C2=C2CCN(CC2)C(=O)[O-])C1 (R)-4-(8-chloro-3-(1-phenylallyl)-1,4,5,6-tetrahydro-11H-benzo[5,6]cyclohepta-[1,2-b]pyridin-11-ylidene)piperidine-1-carboxylate